N1(CCC1)CC1=C(CNC2=CC(=C(C=C2Cl)S(=O)(=O)NC=2N=CSC2)F)C=CC=C1 4-((2-(azetidin-1-ylmethyl)benzyl)amino)-5-chloro-2-fluoro-N-(thiazol-4-yl)benzenesulfonamide